BrC=1C=C(C(=O)NC=2C=CC(N(C2)CC(=O)OC(C)(C)C)=O)C=CC1 Tert-butyl 2-(5-(3-bromobenzamido)-2-oxopyridin-1(2H)-yl)acetate